ClC1=C(C=CC=C1C1=C(C(=NC=C1)C1=CC(=C(C=C1)CNC1CCC(CC1)OC)OC)Cl)C1=CC=C(C(=N1)OC)CNC1CCC(CC1)OC (1s,4r)-N-((6-(2-chloro-3-(3-chloro-2-(3-methoxy-4-((((1s,4s)-4-methoxycyclohexyl)amino)methyl)phenyl)pyridin-4-yl)phenyl)-2-methoxypyridin-3-yl)methyl)-4-methoxycyclohexan-1-amine